C(C)(C)(C)N1N=C(C(=C1NC1=NC=C(N=C1)C(F)(F)F)C(=O)N)C1=CC(=C(C=C1)[N+](=O)[O-])OCC1=CC=C(C=C1)Cl 1-tert-butyl-3-{3-[(4-chlorophenyl)methoxy]-4-nitrophenyl}-5-{[5-(trifluoromethyl)pyrazin-2-yl]amino}-1H-pyrazole-4-carboxamide